ClC=1SC(=C(N1)C(=O)O)NC(C)C=1C=C(C=C2C(N(C(=NC12)N1CCC(CC1)(C)C)C)=O)C 2-chloro-5-((1-(2-(4,4-dimethylpiperidin-1-yl)-3,6-dimethyl-4-oxo-3,4-dihydroquinazolin-8-yl)ethyl)amino)thiazole-4-carboxylic acid